2-(2-adamantyl)-N-[2-[(3-methoxyphenyl)methyl]-1H-benzimidazol-5-yl]acetamide C12C(C3CC(CC(C1)C3)C2)CC(=O)NC2=CC3=C(NC(=N3)CC3=CC(=CC=C3)OC)C=C2